[2-(4-formylcyclohexyl)-6-methyl-indazol-5-yl]-6-(trifluoromethyl)pyridine-2-carboxamide Methyl-(R)-4-(1-((tert-butoxycarbonyl)amino)ethyl)benzoate COC(C1=CC=C(C=C1)[C@@H](C)NC(=O)OC(C)(C)C)=O.C(=O)C1CCC(CC1)N1N=C2C=C(C(=CC2=C1)C=1C(=NC(=CC1)C(F)(F)F)C(=O)N)C